ClC=1C=C(C=CC1)C1=CC=C2C(CCOC2=C1)(C)NC(O[C@@H]1CN2CCC1CC2)=O (S)-quinuclidin-3-yl (7-(3-chlorophenyl)-4-methylchroman-4-yl)carbamate